(R)-1-((1-(2-cyanoacetyl)piperidin-3-yl)thio)-7-methoxyisoquinoline-6-carboxamide C(#N)CC(=O)N1C[C@@H](CCC1)SC1=NC=CC2=CC(=C(C=C12)OC)C(=O)N